3-(4-tert.butyl-phenyl)propanal C(C)(C)(C)C1=CC=C(C=C1)CCC=O